2-octyldodecyl 7-((2-hydroxyethyl)amino)heptanoate OCCNCCCCCCC(=O)OCC(CCCCCCCCCC)CCCCCCCC